trimellityl-cysteamine (+)-bitartrate OC(=O)C(O)C(O)C(=O)O.C(C=1C(C(=O)O)=CC(C(=O)O)=CC1)(=O)NCCS